5-(3-((benzyloxy)methyl)azetidin-1-yl)isobenzofuran C(C1=CC=CC=C1)OCC1CN(C1)C1=CC2=COC=C2C=C1